C1(=CC=CC=C1)C1(C(C(CC(C1)C)(C)C)C)C1=CC=CC=C1 1,1-diphenyl-3,3,5-trimethylcyclohexylmethane